Cl.C(C)C1CNCC(O1)C(F)(F)F 2-ethyl-6-(trifluoromethyl)morpholine Hydrochloride